FC=1C=C(C=CC1F)C=1N=C2N(C=CC(=C2)N2CC(C2)OC2CCN(CC2)CCCCCOC=2C=C3C(N(C(C3=CC2)=O)C2C(NC(CC2)=O)=O)=O)C1 5-((5-(4-((1-(2-(3,4-difluorophenyl)imidazo[1,2-a]pyridin-7-yl)azetidin-3-yl)oxy)piperidin-1-yl)pentyl)oxy)-2-(2,6-dioxopiperidin-3-yl)isoindoline-1,3-dione